1-(4-cyano-6-methoxypyrimidin-2-yl)-5-amino-1H-pyrazole-4-carboxylic acid C(#N)C1=NC(=NC(=C1)OC)N1N=CC(=C1N)C(=O)O